N1=CN=C(C2=C1NC=C2)C=2C(=NC=CC2)NC=2C=CC(=C(C2)NC(C2=CC(=CC(=C2)C(F)(F)F)C(F)(F)F)=O)F N-(5-(3-(7H-pyrrolo[2,3-d]pyrimidin-4-yl)pyridin-2-ylamino)-2-fluorophenyl)-3,5-bis(trifluoromethyl)benzamide